C1(CC1)C(O)C=1SC(=CN1)C1=NC(=NC=C1C(F)(F)F)NC1CCN(CC1)S(=O)(=O)C=1C=NN(C1)C cyclopropyl(5-(2-((1-((1-methyl-1H-pyrazol-4-yl)sulfonyl)piperidin-4-yl)amino)-5-(trifluoromethyl)pyrimidin-4-yl)thiazol-2-yl)methanol